C(C1=CC=CC=C1)[C@@H](CNC(=O)C1=NN(C(N1)=O)C)CC (S)-N-(2-benzylbutyl)-1-methyl-5-oxo-4H-1,2,4-triazole-3-carboxamide